C(C1=CC=CC=C1)OC(=O)N1C(CCCCC1)C 2-methylazepan-1-carboxylic acid benzyl ester